OC1=C(C=C(C=C1C(C)(C)C)C(C)(C)C)N1N=C2C(=N1)C=CC=C2Cl 2-(2'-hydroxy-3',5'-di-tert-butylphenyl)chlorobenzotriazole